[K+].C(C)C(CCC(C(=O)[O-])C(=O)[O-])CC.[K+] 2-(3-ethylpentyl)malonic acid, potassium salt